BrC1=CC=CC=2N(C(NC21)=O)[C@H]2CC[C@H](CC2)C(=O)NC2=CC=C(C=C2)Cl (Cis)-4-(4-bromo-2-oxo-2,3-dihydro-1H-1,3-benzodiazol-1-yl)-N-(4-chlorophenyl)cyclohexane-1-carboxamide